8-(5-(6-bromoquinazolin-4-yl)-3-fluoropyridin-2-yl)-2-oxa-8-azaspiro[4.5]decane BrC=1C=C2C(=NC=NC2=CC1)C=1C=C(C(=NC1)N1CCC2(CCOC2)CC1)F